(S)-2-(5-ethyl-6-(4-(3-hydroxypicolinoyl)piperazin-1-yl)-2-(4-methoxycyclohex-1-en-1-yl)-7-oxo-[1,2,4]triazolo[1,5-a]pyrimidin-4(7H)-yl)-N-(2-methyl-4-(trifluoromethyl)phenyl)acetamide C(C)C=1N(C=2N(C(C1N1CCN(CC1)C(C1=NC=CC=C1O)=O)=O)N=C(N2)C2=CC[C@H](CC2)OC)CC(=O)NC2=C(C=C(C=C2)C(F)(F)F)C